N-[3-[(2,3-dihydroxypropyl)(3-butyloxypropyl)amino]propyl]stearamide di-tert-butyl-(2R,4R)-4-((6-chloro-3-fluoro-4-iodopyridin-2-yl)methyl)-2-methylpiperidine-1,4-dicarboxylate C(C)(C)(C)OC(=O)N1[C@@H](C[C@@](CC1)(C(=O)OC(C)(C)C)CC1=NC(=CC(=C1F)I)Cl)C.OC(CN(CCCNC(CCCCCCCCCCCCCCCCC)=O)CCCOCCCC)CO